CC(C(=O)NC1=CC=C(C=C1)N=NC1=CC=C(C=C1)[N+](=O)[O-])=C 2-methyl-N-[4-[(4-nitrophenyl)diazenyl]phenyl]prop-2-enamide